(4-Acetylphenyl)-5-(2-nitrophenyl)-2-(4-(trifluoromethyl)phenyl)Azole-4-carboxamide C(C)(=O)C1=CC=C(C=C1)C1=C(NC(=C1C(=O)N)C1=C(C=CC=C1)[N+](=O)[O-])C1=CC=C(C=C1)C(F)(F)F